5-[4-(3-methoxyphenyl)-1H-pyrazole-1-carbonyl]-6-methyl-N-(1-methylcyclopropyl)furo[2,3-d]pyrimidin-4-amine COC=1C=C(C=CC1)C=1C=NN(C1)C(=O)C1=C(OC=2N=CN=C(C21)NC2(CC2)C)C